CC(CO)(CC(CCO)(C)C)C 2,2,4,4-tetramethyl-1,6-hexanediol